(3-chloroprop-1-yn-1-yl)benzene ClCC#CC1=CC=CC=C1